(2S,4R)-N-[2-[(2-chloro-6-fluoro-phenyl)methyl]-3-hydroxy-propyl]-1-[(2S)-2-(4-cyclopropyltriazol-1-yl)-3,3-dimethyl-butanoyl]-4-hydroxy-pyrrolidine-2-carboxamide ClC1=C(C(=CC=C1)F)CC(CNC(=O)[C@H]1N(C[C@@H](C1)O)C([C@H](C(C)(C)C)N1N=NC(=C1)C1CC1)=O)CO